N-(3-((1s,3s)-3-(cyanomethyl)-1-(4-methyl-4H-1,2,4-triazol-3-yl)cyclobutyl)phenyl)-3,3-dimethyl-2,3-dihydrofuro[3,2-b]pyridine-5-carboxamide C(#N)CC1CC(C1)(C1=NN=CN1C)C=1C=C(C=CC1)NC(=O)C1=CC=C2C(=N1)C(CO2)(C)C